C1(=CC=CC=C1)P(C1=CC=CC=C1)CCC(=O)N[C@H]1[C@@H](CCCC1)NC(CCP(C1=CC=CC=C1)C1=CC=CC=C1)=O (1R,2R)-1,2-bis(diphenylphosphinopropionamido)cyclohexane